N1N=C(C=C1)C1=CC(=NC(=N1)OCC1OCCC1)N1CCOCC1 4-(6-(1H-pyrazol-3-yl)-2-((tetrahydrofuran-2-yl)methoxy)pyrimidin-4-yl)morpholine